C(C)C=1C(=NN(C1)CCF)N 4-Ethyl-1-(2-fluoroethyl)-1H-pyrazol-3-amine